BrC1=C(C=C(C(=O)N2CC=3N(CC2)C(N(C3C(=O)NCC3=C(C=C(C=C3)OC(F)F)F)C3=CC=C(C=C3)OCC(F)(F)F)=O)C=C1)Cl 7-(4-bromo-3-chloro-benzoyl)-N-[[4-(difluoromethoxy)-2-fluoro-phenyl]methyl]-3-oxo-2-[4-(2,2,2-trifluoroethoxy)phenyl]-6,8-dihydro-5H-imidazo[1,5-a]pyrazine-1-carboxamide